(S)-2,3-dihydroxypropanal O[C@H](C=O)CO